CC1(CCC=2C(=NNC2C1)C=1NC2=CC(=CC=C2C1)C(=O)N1[C@@H](CN(CC1)C(=O)OC(C)(C)C)C)C tert-butyl (3R)-4-[2-(6,6-dimethyl-4,5,6,7-tetrahydro-1H-indazol-3-yl)-1H-indole-6-carbonyl]-3-methylpiperazine-1-carboxylate